2-((1S,2S)-2-aminocyclohexyl)-N-((Z)-but-2-en-1-yl)-3,5-dichlorothieno[3,2-b]pyridin-7-amine trifluoroacetate FC(C(=O)O)(F)F.N[C@@H]1[C@H](CCCC1)C1=C(C2=NC(=CC(=C2S1)NC\C=C/C)Cl)Cl